ClC1=C(C=CC=C1)[C@@H]1[C@@](OCCC1)(C1=C(C=C(C=C1)F)F)CN1N=CNC1=S |o1:7,8| 2-{[rel-(2R,3R)-3-(2-chlorophenyl)-2-(2,4-difluorophenyl)oxan-2-yl]methyl}-2,4-dihydro-3H-1,2,4-triazole-3-thione